3-(ethylsulfanyl)-5-ethynyl-2-[3-methyl-6-(1,1,2,2,2-pentafluoroethyl)imidazo[4,5-b]pyridin-2-yl]pyridine C(C)SC=1C(=NC=C(C1)C#C)C1=NC=2C(=NC=C(C2)C(C(F)(F)F)(F)F)N1C